1,2-bis(2,2'-bithiophene-5-yl)ethylene S1C(=CC=C1C=CC1=CC=C(S1)C=1SC=CC1)C=1SC=CC1